5-(tert-butyl)-3-((4-(3-ethoxyphenyl)-5-isobutylthiazol-2-yl)amino)thiophene C(C)(C)(C)C1=CC(=CS1)NC=1SC(=C(N1)C1=CC(=CC=C1)OCC)CC(C)C